2-[(4-methoxyphenyl)methyl]-3-(2-trimethylsilylethynyl)isoquinolin-1-one COC1=CC=C(C=C1)CN1C(C2=CC=CC=C2C=C1C#C[Si](C)(C)C)=O